3-azabicyclo[3.2.1]octane-6-carbonitrile C12CNCC(C(C1)C#N)C2